CN1N=C(C(=C1)NC=O)O[C@@H]1[C@H](OC1)C N-(1-methyl-3-(((2r,3S)-2-methyl-oxetan-3-yl)oxy)-1H-pyrazol-4-yl)carboxamide